CC=1NC2=CC=CC=C2C1 2-methylindole